C(C)(=O)OC=1C=C(C=CC1OC(C)=O)/C=C/C(=O)NCCCCNCCCNC(/C=C/C1=CC(=C(C=C1)CC(=O)[O-])CC(=O)[O-])=O 4-((E)-3-((3-((4-((E)-3-(3,4-diacetoxyphenyl) acrylamido) butyl) amino) propyl) amino)-3-oxopropen-1-yl)-1,2-phenylenediacetate